N-(4-cyanobenzyl)-5-methoxy-7-(5-methoxypyridin-3-yl)-N-(3-(methylamino)-3-oxopropyl)benzo[b]thiophene-2-carboxamide C(#N)C1=CC=C(CN(C(=O)C2=CC3=C(S2)C(=CC(=C3)OC)C=3C=NC=C(C3)OC)CCC(=O)NC)C=C1